CC1=CC=CC(=N1)C1=C(N=CN1)C=1C=C2C=C(C=NC2=CC1)C=1C=C(C=NC1)C(=O)O[C@H]1CNCC1 [(3R)-pyrrolidin-3-yl] 5-[6-[5-(6-methyl-2-pyridyl)-1H-imidazol-4-yl]-3-quinolyl]pyridine-3-carboxylate